N1(CCCC1)CC(C)C1=CC=CC=2C(C3=C(OC21)C2=CC=CC=C2OC3=O)=O 11-(Pyrrolidin-1-YLmethylethyl)-6H,7H-chromeno[4,3-b]benzopyran-6,7-dione